BrC1=CC=C(C(=N1)OC)O[C@@H]1C[C@H](CCC1)C(=O)OC(C)C |r| (+/-)-isopropyl (1S,3S)-3-((6-bromo-2-methoxypyridin-3-yl)oxy)cyclohexane-1-carboxylate